COC=O.C(C)OP(=O)(OCC)CC1=CC=NC=C1OC 4-((diethoxyphosphoryl)methyl)-5-methoxypyridine methyl-formate